5-Bromo-4,6-dimethoxy-N,N-bis(4-methoxybenzyl)pyrimidin-2-amine BrC=1C(=NC(=NC1OC)N(CC1=CC=C(C=C1)OC)CC1=CC=C(C=C1)OC)OC